FC(C=1C=C(C(=O)NC(C)C=2C(=NC=CN2)N2N=CC(=C2)SC#N)C=C(C1)C(F)(F)F)(F)F [1-[3-[1-[[3,5-bis(trifluoromethyl)benzoyl]amino]ethyl]pyrazin-2-yl]pyrazol-4-yl] thiocyanate